ClC1=C2C(=NC=N1)N(N=C2)C2=C(C=C(C=C2)F)CO [2-(4-chloropyrazolo[3,4-d]pyrimidin-1-yl)-5-fluoro-phenyl]methanol